(2,3,4,4-tetramethylcyclopentyl)methyl acetate C(C)(=O)OCC1C(C(C(C1)(C)C)C)C